3-(4-octyl-1-piperazinyl)-1,2-propanediol C(CCCCCCC)N1CCN(CC1)CC(CO)O